2-bromo-4-fluoro-1-nitro-3-(trifluoromethyl)benzene BrC1=C(C=CC(=C1C(F)(F)F)F)[N+](=O)[O-]